C1(CC1)S(=O)(=O)N1N=CC(=C1)C1=NC=CC(=N1)C1(NC=C(C(=C1)NC(C)C)C1=NN(C=C1)COC)N 2-(2-(1-(Cyclopropylsulfonyl)-1H-pyrazol-4-yl)pyrimidin-4-yl)-N4-isopropyl-5-(1-(methoxymethyl)-1H-pyrazol-3-yl)pyridine-2,4-diamine